2-formyl-4,4'-biphenyl-dicarboxylic acid C(=O)C1=C(C=CC(=C1)C(=O)O)C1=CC=C(C=C1)C(=O)O